BrC=1NC2=CC(=C(C=C2C1)OC)OC bromo-5,6-dimethoxyindole